CC1(CC(C1)N1C=NC=2C1=NC=C(C2)B2OC(C(O2)(C)C)(C)C)O (cis)-1-methyl-3-[6-(4,4,5,5-tetramethyl-1,3,2-dioxaborolan-2-yl)-3H-imidazo[4,5-b]pyridin-3-yl]cyclobutan-1-ol